C1(=C(C(=CC=C1)C)C)C=1C(=C(C=CC1)P(C)C)C1=C(C(=CC=C1)C)C di(xylyl)dimethylphenylphosphine